(4-(3-hydroxyoxetan-3-yl)phenyl)(4-(4-morpholinophenoxy)piperidin-1-yl)methanone OC1(COC1)C1=CC=C(C=C1)C(=O)N1CCC(CC1)OC1=CC=C(C=C1)N1CCOCC1